C(C)(=O)N1[C@@H](C[C@H](C1)F)C(=O)N[C@H](C1=CC=C(C=C1)C(C)C)C1=CC=CC=C1 (2S,4R)-1-acetyl-4-fluoro-N-[(S)-phenyl[4-(propan-2-yl)phenyl]methyl]pyrrolidine-2-carboxamide